[N-](S(=O)(=O)C(F)(F)F)S(=O)(=O)C(F)(F)F.C(CCC)N1C=[NH+]C=C1 1-butylimidazolium bis(trifluoromethanesulfonyl)imide salt